ClC=1C(=NC(=NC1)N[C@H]1[C@H](C=2N(CC1)N=C(C2)COC)O)C=2C=C(C1=C(N(C(=N1)C)C(C)C)C2)F |o1:8,9| rel-(4R,5R)-5-((5-chloro-4-(4-fluoro-1-isopropyl-2-methyl-1H-benzo[d]imidazol-6-yl)pyrimidin-2-yl)amino)-2-(methoxymethyl)-4,5,6,7-tetrahydropyrazolo[1,5-a]pyridin-4-ol